BrC=1C=C2C(=CN(C2=CC1)CC(=O)N)C1=CN(C2=C(N=CC=C21)O)C 2-(5-bromo-3-(7-hydroxy-1-methyl-1H-pyrrolo[2,3-c]pyridin-3-yl)-1H-indol-1-yl)acetamide